FC(C1=CC=C(C=C1)NC1=C(C=CC=C1)C1=NN=C(O1)C1(CC1)C(=O)N)(F)F 1-(5-(2-((4-(trifluoromethyl)phenyl)amino)phenyl)-1,3,4-oxadiazol-2-yl)cyclopropane-1-carboxamide